CC1(CC(NC2=CC=CC=C12)=O)C 4,4-dimethyl-1,3-dihydroquinolin-2-one